3-pentyliminopropyl acetate C(C)(=O)OCCC=NCCCCC